C(C)(C)C12C=CC(CC1C(=O)O)(CC2)C 1-isopropyl-4-methyl-bicyclo[2.2.2]-2-octen-6-yl-carboxylic acid